(trans)-N1,N1-dicyclopropylcyclohexane-1,4-diamine bis(2,2,2-trifluoroacetate) FC(C(=O)O)(F)F.FC(C(=O)O)(F)F.C1(CC1)N([C@@H]1CC[C@H](CC1)N)C1CC1